2-methacrylamidoethyl 4-((4-amino-2-(oxazol-5-yl)-1H-imidazo[4,5-c]quinolin-1-yl)methyl)benzylcarbamate NC1=NC=2C=CC=CC2C2=C1N=C(N2CC2=CC=C(CNC(OCCNC(C(=C)C)=O)=O)C=C2)C2=CN=CO2